C(C)(C)(C)[C@]1(N(CCN(C1)C1=NC=C(C=C1)[N+](=O)[O-])C(=O)OC(C)C=1C=C2C(=NC1)N=CS2)C 1-(thiazolo[4,5-b]pyridin-6-yl)ethan-1-ol tert-butyl-(R)-2-methyl-4-(5-nitropyridin-2-yl)piperazine-1-carboxylate